C1=CC=CC=2OC3=CC=CC=C3N(C12)CCCS(=O)(=O)[O-] 3-(10H-phenoxazin-10-yl)-propane-1-sulfonate